tert-butyl (2-(7-fluoroquinolin-6-yl)ethyl)carbamate FC1=C(C=C2C=CC=NC2=C1)CCNC(OC(C)(C)C)=O